2-(4-(1H-pyrazol-5-yl)-1H-indol-3-yl)-N,N-dimethylethan-1-amine N1N=CC=C1C1=C2C(=CNC2=CC=C1)CCN(C)C